FC1=C(C=C(C=C1)C1NCC(CC1)C)C 2-(4-Fluoro-3-methylphenyl)-5-methylpiperidine